3-methylbutanoic acid (S,Z)-2-ethylbutyl ester C(C)C(COC(CC(C)C)=O)CC